CCCCCCCCCC/C=C/OC(=O)C Dodecenyl acetate